methyl 2-(1-((3-((1-(4-chlorophenyl)-2-oxo-2-(6-(trifluoro-methoxy)indolin-1-yl)ethyl)amino)-5-methoxyphenoxy)methyl)cyclopropyl)acetate ClC1=CC=C(C=C1)C(C(N1CCC2=CC=C(C=C12)OC(F)(F)F)=O)NC=1C=C(OCC2(CC2)CC(=O)OC)C=C(C1)OC